C(C)(C)(C)C1=NC(=NO1)C(=O)NCC1=C(C=C(C=C1)C1=NC=NN2C1=CC(=C2)CCN2CCC(CC2)C2=NC=C(C=C2)NC2C(NC(CC2)=O)=O)F 5-tert-butyl-N-[[4-[6-[2-[4-[5-[(2,6-dioxo-3-piperidyl)amino]-2-pyridyl]-1-piperidyl]ethyl]pyrrolo[2,1-f][1,2,4]triazin-4-yl]-2-fluoro-phenyl]methyl]-1,2,4-oxadiazole-3-carboxamide